benzyl (2S)-2-[[(1S)-2-[(2-tert-butoxy-2-oxo-ethyl)-methyl-amino]-2-oxo-1-(p-tolylmethyl)ethyl]-ethyl-carbamoyl]azetidine-1-carboxylate C(C)(C)(C)OC(CN(C([C@H](CC1=CC=C(C=C1)C)N(C(=O)[C@H]1N(CC1)C(=O)OCC1=CC=CC=C1)CC)=O)C)=O